C(=O)O.NCCC1CCN(CC1)C(=O)C1=C(C=C(C=C1)NC(=O)C=1N(C(=CN1)C1=C(C(=C(C=C1)OC)F)F)C)Cl N-(4-(4-(2-aminoethyl)piperidine-1-carbonyl)-3-chlorophenyl)-5-(2,3-difluoro-4-methoxyphenyl)-1-methyl-1H-imidazole-2-carboxamide formate